N-[5-(3-methoxyphenyl)-1-(2,4,6-trimethylphenyl)pyrazol-3-yl]benzenesulfonamide COC=1C=C(C=CC1)C1=CC(=NN1C1=C(C=C(C=C1C)C)C)NS(=O)(=O)C1=CC=CC=C1